C(C)C=1C=CC(=C(C1)C#CC=1C=CC(=NC1)C(=O)O)NS(=O)(=O)C=1C(=CC=C2C=CC=NC12)C 5-{2-[5-ethyl-2-(7-methylquinoline-8-sulfonamido)phenyl]ethynyl}pyridine-2-carboxylic acid